FC(OC=1C=C(CNC(N)=O)C=CC1)(F)F 3-(3-trifluoromethoxy-benzyl)-urea